(2S,6R)-2-methyl-6-(1H-pyrazol-4-yl)-4-{4-[6-(trifluoromethyl)imidazo[1,2-a]pyridin-3-yl]pyrimidin-2-yl}morpholin C[C@H]1CN(C[C@H](O1)C=1C=NNC1)C1=NC=CC(=N1)C1=CN=C2N1C=C(C=C2)C(F)(F)F